[Cu].O1C(=CC=C1C=O)C=O 5-furandiformaldehyde copper